tert-butyl 2-(2-((6-fluoro-2-(methylsulfonyl)isoindolin-5-yl)amino)-6-methylpyrido[3,4-d]pyrimidin-8-yl)-2,6-diazaspiro[3.4]octane-6-carboxylate FC1=C(C=C2CN(CC2=C1)S(=O)(=O)C)NC=1N=CC2=C(N1)C(=NC(=C2)C)N2CC1(C2)CN(CC1)C(=O)OC(C)(C)C